Pentadeca-2,4,6-triene-4-carboxylic acid methyl ester COC(=O)C(C=CC)=CC=CCCCCCCCC